C(C)(=O)N1CC(CCC1)NC1=NC=C(C(=N1)NC=1C=C(C=CC1)NC(C=C)=O)F N-(3-(2-(1-acetylpiperidin-3-ylamino)-5-fluoropyrimidin-4-ylamino)phenyl)acrylamide